C(CC)N1CC(C1)=CC1=CC=C(OC=2C3=C(SC2C2=C(C=CC=C2)C)C=C(C=C3)O)C=C1 3-(4-((1-propylazetidin-3-ylidene)methyl)phenoxy)-2-(o-tolyl)benzo[b]thiophen-6-ol